(6-((5-Chloro-2-((5-ethyl-2-methoxy-4-(2-(pyrrolidin-1-yl)-7-azaspiro[3.5]nonan-7-yl)phenyl)amino)pyrimidin-4-yl)amino)-2,3-dimethylphenyl)dimethylphosphine oxide ClC=1C(=NC(=NC1)NC1=C(C=C(C(=C1)CC)N1CCC2(CC(C2)N2CCCC2)CC1)OC)NC1=CC=C(C(=C1P(C)(C)=O)C)C